C12C(C3CC(CC(C1)C3)C2)N2CCN(CC2)C2=CC(=C(N)C=C2)OC 4-(4-(adamantan-2-yl)piperazin-1-yl)-2-methoxyaniline